4-(2-(7-amino-2-(furan-2-yl)-[1,2,4]triazolo[1,5-a][1,3,5]triazin-5-ylamino)ethyl)benzoic acid NC1=NC(=NC=2N1N=C(N2)C=2OC=CC2)NCCC2=CC=C(C(=O)O)C=C2